CN1CC2C(N(C=3C=CC(=CC23)C)C(\C=C\C2=CC=CC=C2)=O)CC1 (E)-1-(2,8-dimethyl-1,2,3,4,4a,9b-hexahydro-5H-pyrido[4,3-b]indol-5-yl)-3-phenylprop-2-en-1-one